3-((2'-(1H-tetrazol-5-yl)-[1,1'-biphenyl]-4-yl)methyl)-2-(1-aminobutyl)-1,3-diazaspiro[4.4]non-1-en-4-one N1N=NN=C1C1=C(C=CC=C1)C1=CC=C(C=C1)CN1C(=NC2(C1=O)CCCC2)C(CCC)N